C12(CC3CC(CC(C1)C3)C2)OC2=C(SC=C2)C(=O)OC methyl 3-(adamantan-1-yloxy)-2-thiophenecarboxylate